COC(=O)C1=C(C2=C(C(CO2)(C)C)C=C1)F 7-Fluoro-3,3-dimethyl-2,3-dihydrobenzofuran-6-carboxylic acid methyl ester